C1(CC1)N1CC(C(CC1)OC=1C=CC(=NC1)C1=NSC(=N1)NC1=NC=CC=C1OC)(F)F 3-(5-(1-cyclopropyl-3,3-difluoropiperidin-4-yloxy)pyridin-2-yl)-N-(3-methoxypyridin-2-yl)-1,2,4-thiadiazol-5-amine